tert-butyl (1R,5S)-8-(2-chloro-6-((1-(methoxycarbonyl)-1,2,3,4-tetrahydronaphthalen-1-yl) methyl)-5-nitropyrimidin-4-yl)-3,8-diazabicyclo[3.2.1]octane-3-carboxylate ClC1=NC(=C(C(=N1)N1[C@H]2CN(C[C@@H]1CC2)C(=O)OC(C)(C)C)[N+](=O)[O-])CC2(CCCC1=CC=CC=C21)C(=O)OC